5-bromo-3-morpholino-7-(trifluoromethyl)naphthalen-1-ol BrC1=C2C=C(C=C(C2=CC(=C1)C(F)(F)F)O)N1CCOCC1